FC(C1=CC=C(C=C1)C1CC2(CNC2)C1)(F)F 6-[4-(trifluoromethyl)phenyl]-2-azaspiro[3.3]heptane